ClC1=C(C=C(C=C1)F)C1NC(C2=C1C(=CC1=C(N(N=C21)C)NC)NC(C2=CC(=CC(=C2)F)C(F)(F)F)=O)=O N-[6-(2-chloro-5-fluorophenyl)-2-methyl-3-(methylamino)-8-oxo-7,8-dihydro-6H-pyrrolo[4,3-g]indazol-5-yl]-5-fluoro-3-(trifluoromethyl)benzamide